C(C)(C)N(C=1C=CC(N(C1)C)=O)C1=CC=C2CCNCC2=C1 5-(isopropyl-(1,2,3,4-tetrahydroisoquinolin-7-yl)amino)-1-methylpyridin-2(1H)-one